(3,5-dichloro-4-((5-isopropyl-6-oxo-1,6-dihydropyridin-3-yl)oxy)phenyl)-1,2,4-triazine-3,5(2H,4H)-dione ClC=1C=C(C=C(C1OC1=CNC(C(=C1)C(C)C)=O)Cl)N1N=CC(NC1=O)=O